CC=1CSSC1C1=NC=CN=C1 4-Methyl-5-(pyrazinyl)-3H-1,2-dithiole